CC1=C(C(=C(C=C1)[Sn]OC1=CC=CC=C1)C)C trimethylphenoxyphenyl-tin